N,N-di-s-butyl-p-phenylenediamine C(C)(CC)N(C1=CC=C(C=C1)N)C(C)CC